OC(C)C=1C(=NC(=CC1)N1C=NC2=C1C=C(C=C2)CN2C(CCC2)=O)N2N=C(C=C2C)C#N 1-[3-(1-Hydroxyethyl)-6-[6-[(2-oxopyrrolidin-1-yl)methyl]benzimidazol-1-yl]-2-pyridyl]-5-methyl-pyrazole-3-carbonitrile